FC1=CC=CC=2NC(=NC21)CCNCCC=2OC=C(N2)C(=O)NCC2=NC=CC=C2F 2-(2-{[2-(4-fluoro-1H-1,3-benzodiazol-2-yl)ethyl]amino}ethyl)-N-[(3-fluoropyridin-2-yl)methyl]-1,3-oxazole-4-carboxamide